[Na].C1(=CC=CC2=CC=CC=C12)O alpha-Naphthol sodium